6-(hydroxymethyl)-5-azaspiro[2.4]heptan OCC1NCC2(CC2)C1